4-(tert-butyl)-2-(tert-amyl)phenol C(C)(C)(C)C1=CC(=C(C=C1)O)C(C)(C)CC